N(=C=O)C1C(C(CCC1)N=C=O)C 1,3-Diisocyanato-2-methylcyclohexane